Ls-lysine N[C@@H](CCCCN)C(=O)O